COP(=S)(OC)OC1=CC=C(C=C1)C#N The molecule is an organothiophosphate insecticide and an organic thiophosphate. It has a role as an agrochemical and an EC 3.1.1.7 (acetylcholinesterase) inhibitor. It derives from a 4-cyanophenol.